COC1=CC=C(C=C1)CN1C(C2(CC(N(C2)C)=O)CCC1=O)=O 7-[(4-methoxyphenyl)methyl]-2-methyl-2,7-diazaspiro[4.5]decane-3,6,8-trione